C(C1=CC=CC=C1)OC1=CC=C(C=C1)C[C@@H](C(=O)O)NC(CC)=O (S)-3-(4-(benzyloxy)phenyl)-2-propanamido-propionic acid